CN(CCNC=1N=C2N(C=C(C=C2)C2=C(C(=CC=C2)F)C)C1C(=O)[C@H]1[C@H](C1)F)C (2-((2-(dimethylamino)ethyl)amino)-6-(3-fluoro-2-methylphenyl)imidazo[1,2-a]pyridin-3-yl)((1S,2S)-2-fluorocyclopropyl)methanone